3-bromo-N-[(1S)-1-[2-(1-methyl-6-oxo-pyridazin-3-yl)-1,2,4-triazol-3-yl]ethyl]-5-(trifluoromethoxy)benzamide BrC=1C=C(C(=O)N[C@@H](C)C=2N(N=CN2)C2=NN(C(C=C2)=O)C)C=C(C1)OC(F)(F)F